4-thiazolyl-alanine S1C=NC(=C1)N[C@@H](C)C(=O)O